COC1(CC(C1)=O)C 3-methoxy-3-methylcyclobutan-1-one